CC=1C=C(C=CC1)C1=CC=C(S1)N 5-(3-methylphenyl)thiophen-2-amine